1-(4-bromobenzyl)pyrrolidin-2-one BrC1=CC=C(CN2C(CCC2)=O)C=C1